O=C1OC[C@H](N1C(=O)C(C(=O)OC)CCC)C1=CC=CC=C1 methyl 2-[(4R)-2-oxo-4-phenyl-oxazolidine-3-carbonyl]pentanoate